C(C)(C)C(C(=O)[O-])CCC 2-isopropylpentanoate